4-chloro-5-fluoro-2-methyl-6-{[(1r,4r)-4-(trifluoromethyl)cyclohexyl]-oxy}pyrimidine ClC1=NC(=NC(=C1F)OC1CCC(CC1)C(F)(F)F)C